C(C)(C)(C)NCC1=C(C=CC(=C1C)O)C [(tert-butylamino)methyl]-4-hydroxy-m-xylene